FC=1C=C(C=C(C1)C(C)C)C1(CC2(CN(C2)C(=O)OC(C)(C)C)CC1)O tert-butyl 6-(3-fluoro-5-isopropylphenyl)-6-hydroxy-2-azaspiro[3.4]octane-2-carboxylate